(Z)-4-((4-chloro-5-(dimethylamino)thiophen-2-yl)methylene)-3-(trifluoromethyl)isoxazol-5(4H)-one ClC=1C=C(SC1N(C)C)\C=C/1\C(=NOC1=O)C(F)(F)F